4-(3-amino-4-fluoropiperidin-1-yl)-6-(4-(morpholinomethyl)phenyl)pyrido[3,2-d]pyrimidine-8-carboxamide NC1CN(CCC1F)C=1C2=C(N=CN1)C(=CC(=N2)C2=CC=C(C=C2)CN2CCOCC2)C(=O)N